1-(cyclopropylmethyl)-N-((5-(pyrazolo[1,5-a]pyridin-5-yl)-2,3-dihydro-1H-inden-4-yl)carbamoyl)-1H-pyrazole-4-sulfonamide C1(CC1)CN1N=CC(=C1)S(=O)(=O)NC(NC1=C2CCCC2=CC=C1C1=CC=2N(C=C1)N=CC2)=O